C(C)(C)(C)OC(=O)C=1C=CC2=C(N(C=N2)C[C@H]2OCC2)C1 1-((S)-oxetan-2-ylmethyl)-benzo[d]imidazole-6-carboxylic acid tert-butyl ester